[Mn](=O)(=O)([O-])F.[Mn](=O)(=O)([O-])F.[Mn](=O)(=O)([O-])F.[NH4+].[NH4+].[NH4+] Ammonium trifluoromanganat